15-propyl-1-oxa-4,6-diazacyclopentadecane-2,7-dione C(CC)C1CCCCCCCC(NCNCC(O1)=O)=O